BrCC(C1=CC=C(C=C1)Cl)C(=O)C(CBr)C1=CC=C(C=C1)Cl 2-bromo-1-(4-chlorophenyl)ethyl ketone